CC=1C=C(C=C(C1O)C)CC1=CC(=C(C(=C1)C)O)C bis(3,5-dimethyl-4-hydroxyphenyl)methyl hydride